BrC1=CC(=C(O[C@H](C(=O)O)C2CC2)C=C1)Cl (S)-(4-bromo-2-chlorophenoxy)cyclopropylacetic acid